3-chloro-5-formyl-6-methoxypyridine ClC=1C=NC(=C(C1)C=O)OC